5-[3-[4-[3-(Azetidin-1-yl)propyl]-2-fluoro-phenoxy]propyl]-2-[3-(1,3-benzothiazol-2-ylamino)-4-methyl-6,7-dihydro-5H-pyrido[2,3-c]pyridazin-8-yl]thiazole-4-carboxylic acid N1(CCC1)CCCC1=CC(=C(OCCCC2=C(N=C(S2)N2CCCC3=C2N=NC(=C3C)NC=3SC2=C(N3)C=CC=C2)C(=O)O)C=C1)F